4-(((6aS)-5-((allyl-oxy)carbonyl)-2-methoxy-12-oxo-6-((tetrahydro-2H-pyran-2-yl)oxy)-5,6,6a,7,8,9,10,12-octahydrobenzo[e]pyrido[1,2-a][1,4]diazepin-3-yl)oxy)butanoic acid C(C=C)OC(=O)N1C([C@H]2N(C(C3=C1C=C(C(=C3)OC)OCCCC(=O)O)=O)CCCC2)OC2OCCCC2